1H-1,2,4-oxadiazolo[4,3-a]quinoxalin-1-One C1(ON=C2N1C1=CC=CC=C1N=C2)=O